C(=O)(OC(C)(C)C)N[C@H](CC(=O)O)CC1=C(C=CC=C1)F (S)-3-(Boc-amino)-4-(2-fluorophenyl)butanoic acid